(2S)-ethyl 6-acetamido-2-(((((2R,3S,4R,5S)-5-(4-aminopyrrolo[2,1-f][1,2,4]triazin-7-yl)-2-cyano-3,4-dihydroxytetrahydrofuran-2-yl)methoxy)(phenoxy)phosphoryl)amino)hexanoate C(C)(=O)NCCCC[C@@H](C(=O)OCC)NP(=O)(OC1=CC=CC=C1)OC[C@]1(O[C@H]([C@@H]([C@@H]1O)O)C1=CC=C2C(=NC=NN21)N)C#N